(3-(3-hydroxyoxetan-3-yl)phenyl)(2-(4-(trifluoromethyl)phenyl)-6,7-dihydrothiazolo[5,4-c]pyridin-5(4H)-yl)methanone OC1(COC1)C=1C=C(C=CC1)C(=O)N1CC2=C(CC1)N=C(S2)C2=CC=C(C=C2)C(F)(F)F